NCCCOC1=C(C=CC=C1)NC(=O)NC1=NC=CN=C1 1-(2-(3-Aminopropoxy)phenyl)-3-(pyrazin-2-yl)urea